4-(dimethylamino)-N-(4-((3-oxomorpholino)methyl)phenyl)naphthalene-1-sulfonamide CN(C1=CC=C(C2=CC=CC=C12)S(=O)(=O)NC1=CC=C(C=C1)CN1C(COCC1)=O)C